Ethyl {[1-(2,4-dichlorophenyl)-5-(4-phenoxyphenyl)-1H-pyrazol-3-yl]oxy}acetate ClC1=C(C=CC(=C1)Cl)N1N=C(C=C1C1=CC=C(C=C1)OC1=CC=CC=C1)OCC(=O)OCC